C(C)(C)(C)OC(=O)N1C(CNCC1)(C)C1CC2=CC=CC=C2C1 2,3-dihydro-1H-inden-2-yl-2-methylpiperazine-1-carboxylic acid tert-butyl ester